C(C)N1CCC(CC1)N1CCN(CC1)C1CCN(CC1)C1=C(C=NC2=CC=C(C=C12)OC)S(=O)(=O)C1=CC=C(C=C1)OCCCCCCCCCCCCCCCCCC 4-(4-(4-(1-ethylpiperidin-4-yl)piperazin-1-yl)piperidin-1-yl)-6-methoxy-3-((4-(octadecyloxy)phenyl)sulfonyl)quinoline